OCCCC(=O)[O-].[Li+] lithium gamma-hydroxybutyrate